11-(5-chloro-2,4-difluorophenyl)-3-methoxy-3,4-dihydro-2H,6H-[1,4]thiazepino[2,3,4-ij]quinazolin-6-one ClC=1C(=CC(=C(C1)C1=CC=C2C=NC(N3C2=C1SCC(C3)OC)=O)F)F